tert-Butyl 4-(2-(4-amino-2-(1,1-difluoroethyl)phenoxy)ethyl)piperidine-1-carboxylate NC1=CC(=C(OCCC2CCN(CC2)C(=O)OC(C)(C)C)C=C1)C(C)(F)F